N1[C@H](CCC1)CC1=CNC2=CC=CC=C12 (R)-3-(pyrrolidin-2-ylmethyl)-1H-indole